N,N-dimethyl-N-(β-methacryloxyethyl)ammonium propionate C(CC)(=O)[O-].C[NH+](CCOC(C(=C)C)=O)C